FC=1C=C(C=NC1)N 5-fluoro-3-aminopyridine